2-ethylbutyl (S)-2-aminopropionate N[C@H](C(=O)OCC(CC)CC)C